C(#N)C1=CC(=C(C=C1)OC1=CC=C(C=N1)NC(=O)[C@@H](CC)NC(OC(C)(C)C)=O)C(C)(C)C 1,1-dimethylethyl ((1R)-1-{[(6-{[4-cyano-2-(1,1-dimethylethyl) phenyl]oxy}-3-pyridinyl) amino]carbonyl} propyl)carbamate